2-amino-6-{[(cyclopentyl-oxy)carbonyl]amino}hexanoic acid NC(C(=O)O)CCCCNC(=O)OC1CCCC1